4-[2-(4-pyridinyl)-5-[4-(4-pyridinyl)pyrazol-1-yl]pyrazolo[1,5-a]pyrimidin-7-yl]morpholine N1=CC=C(C=C1)C1=NN2C(N=C(C=C2N2CCOCC2)N2N=CC(=C2)C2=CC=NC=C2)=C1